C12(C=NC=C3C4=CC=NC=C4C=C13)C=CC=C1C3=CC=CC=C3C=C12 3,7-diazaspirobifluorene